CC=1C=C2N=CC(=NC2=CC1C)C=O 6,7-dimethylquinoxaline-2-formaldehyde